N-(1-(3-Ethylnaphthalen-1-yl)cyclopropyl)-2-methyl-5-((1-methylazetidin-2-yl)methoxy)benzamide C(C)C=1C=C(C2=CC=CC=C2C1)C1(CC1)NC(C1=C(C=CC(=C1)OCC1N(CC1)C)C)=O